CC(CCCCCC)C1=NOC(=N1)CC(C(=O)OC(C)(C)C)=C tert-butyl 2-((3-(octan-2-yl)-1,2,4-oxadiazol-5-yl)methyl)acrylate